3-methyl-1,5-pentanedicarboxylic acid CC(CCC(=O)O)CCC(=O)O